C(C)(=O)OC(C(O)(OC(C)=O)OC(C)=O)(O)CO triacetoxyglycerine